C(C)(C)C1=NC=CC(=C1N1C(N=C(C2=C1N=C(C(=C2)C#N)C2=C(C=CC=C2)OC)N2CC1(C2)CNC1)=O)C 1-(2-isopropyl-4-methylpyridin-3-yl)-7-(2-methoxyphenyl)-2-oxo-4-(2,6-diazaspiro[3.3]heptan-2-yl)-1,2-dihydropyrido[2,3-d]pyrimidine-6-carbonitrile